CC(CC)N1CCC(=CC1)C=1C(=CC(=C(C1)NC(=O)C1=CNC(C=C1C(F)(F)F)=O)N1C[C@H](N([C@H](C1)C)C)C)F |r| N-[5-(1-butan-2-yl-3,6-dihydro-2H-pyridin-4-yl)-4-fluoro-2-[rac-(3R,5S)-3,4,5-trimethylpiperazin-1-yl]phenyl]-6-oxo-4-(trifluoromethyl)-1H-pyridine-3-carboxamide